3-bromo-6-(3-(trifluoromethyl)-1H-pyrazol-1-yl)picolinic acid BrC=1C(=NC(=CC1)N1N=C(C=C1)C(F)(F)F)C(=O)O